5-HYDROXY-3-OXO-2,3-DIHYDRO-1-BENZOXEPINE-4-CARBALDEHYDE OC1=C(C(COC2=C1C=CC=C2)=O)C=O